tert-Butyl 6-chloro-1H-pyrazolo[3,4-b]pyrazine-1-carboxylate ClC1=CN=C2C(=N1)N(N=C2)C(=O)OC(C)(C)C